O=C1C(CCN2CC3=CC=CC=C3C=C2)C=CC=C1 2-(2-oxophenethyl)isoquinoline